(5S,8R)-N-(4-bromo-3-chlorophenyl)-6,7,8,9-tetrahydro-5H-5,8-epiminocyclohepta[d]-pyrimidine-10-carboxamide BrC1=C(C=C(C=C1)NC(=O)N1[C@H]2CC[C@@H]1CC=1N=CN=CC12)Cl